benzodioxolane O1COC2=C1C=CC=C2